CC1=CC=C(C=C1)S(=O)(=O)NC(NC1=CC=C(C(=O)OCCCC)C=C1)=O n-butyl 4-(3-(p-toluenesulfonyl)ureido)benzoate